N1N=C(C2=CC=CC=C12)CCC1N(CCC2=CC(=C(C=C12)OCC)OC)C(=O)N1CCOCC1 (1-(2-(1H-indazol-3-yl)ethyl)-7-ethoxy-6-methoxy-3,4-dihydroisoquinolin-2(1H)-yl)(morpholino)methanone